BrC1=CC(=C(OC[C@H](CC(C)C)NC(OC(C)(C)C)=O)C=C1)F (S)-tert-butyl (1-(4-bromo-2-fluorophenoxy)-4-methylpentan-2-yl)carbamate